ClC=1C(=CC(=C(OC=2C(=NC(=NC2)N)N)C1)C(C)C)OC(F)F 5-(5-Chloro-4-difluoromethoxy-2-isopropyl-phenoxy)-pyrimidine-2,4-diamine